[N+](=O)([O-])C1=C(C=CC=C1)C1=NNC=C1 3-(2-nitrophenyl)-1H-pyrazole